N-CYCLOPROPYL-2-(2-FORMYL-6-METHOXYPHENOXY)ACETAMIDE C1(CC1)NC(COC1=C(C=CC=C1OC)C=O)=O